FC=1C=C(C=CC1F)C=1C=C(C=NC1)OC=1C=CC(=C(N)C1)OC1=CC=C(C=C1)S(=O)(=O)C 5-{[5-(3,4-difluorophenyl)pyridin-3-yl]oxy}-2-(4-methane-sulfonylphenoxy)aniline